CN(C1=CC=C(C=C1)C=1SC2=C([N+]1C)C=CC(=C2)C)C 2-[4-(dimethylamino)phenyl]-3,6-dimethylbenzothiazolium